ClC1=C(CNC(\C(=C\C2=CNC3=NC=CC=C32)\C#N)=O)C=CC=C1 (E)-N-(2-chlorobenzyl)-2-cyano-3-(1H-pyrrolo[2,3-b]pyridin-3-yl)acrylamide